FC=1C=CC2=C(OC3=C(C(=N2)N2CCN(CC2)CC2(CC2)C(=O)O)C=CC(=C3)C)C1 1-((4-(7-fluoro-3-methyldibenzo[b,f][1,4]oxazepin-11-yl)piperazin-1-yl)methyl)cyclopropane-1-carboxylic acid